5-((2-(2-(2-(2-((2-(2,6-dioxopiperidin-3-yl)-1,3-dioxoisoindolin-4-yl)oxy)acetamido)ethoxy)ethoxy)pyridin-4-yl)amino)-3-(4-(ethylsulfonamido)phenyl)-1H-pyrazole-4-carboxamide O=C1NC(CCC1N1C(C2=CC=CC(=C2C1=O)OCC(=O)NCCOCCOC1=NC=CC(=C1)NC1=C(C(=NN1)C1=CC=C(C=C1)NS(=O)(=O)CC)C(=O)N)=O)=O